NC1=NC=CC(=C1Cl)SC=1N=C2C(=NC1)NC(=C2)N2CCC1(CC2)[C@@H](C2=CC=CC=C2C1)N (S)-1'-(2-((2-amino-3-chloropyridin-4-yl)thio)-5H-pyrrolo[2,3-b]pyrazin-6-yl)-1,3-dihydrospiro[indene-2,4'-piperidin]-1-amine